4-(6-(4-methoxy-3-propoxyphenyl)pyrazin-2-yl)-1,2-oxaborolan-2-ol COC1=C(C=C(C=C1)C1=CN=CC(=N1)C1CB(OC1)O)OCCC